C1=CC=C(C=C1)C2=C(C=CC(=C2)N)OC3=CC=C(C=C3)N 2-phenyl-4,4'-diaminodiphenyl ether